(1aR,5aR)-2-(2,4-Difluoro-phenyl)-1a,2,5,5a-tetrahydro-1H-2,3-diaza-cyclopropa[a]pentalene-4-carboxylic acid (1-methyl-1H-pyrazol-3-ylmethyl)-amide CN1N=C(C=C1)CNC(=O)C=1C=2C[C@@H]3[C@H](C2N(N1)C1=C(C=C(C=C1)F)F)C3